(4-methyl-m-phenylene)-bismaleimide CC1=C(C=C(C=C1)C=1C(=O)NC(C1)=O)C=1C(=O)NC(C1)=O